NC(C(=O)N1CCN(CC1)CC(=O)N(C)C)(C)C 2-(4-(2-amino-2-methylpropionyl)piperazin-1-yl)-N,N-dimethylacetamide